copper zinc aluminum zirconium salt [Zr].[Al].[Zn].[Cu]